ClC1=C(C(=O)N2CCN(CC2)C(CCCNC(OC(C)(C)C)=O)=O)C=CC(=C1)NC(=O)C=1N(C(=CN1)C1=C(C(=C(C=C1)C=1C=NN(C1C)CCOC)F)F)C tert-butyl N-[4-[4-[2-chloro-4-[[5-[2,3-difluoro-4-[1-(2-methoxyethyl)-5-methyl-pyrazol-4-yl]phenyl]-1-methyl-imidazole-2-carbonyl]amino]benzoyl]piperazin-1-yl]-4-oxo-butyl]carbamate